3-(((Benzylmethoxy)carbonyl)amino)-4,4-difluorobutanoic acid ethyl ester C(C)OC(CC(C(F)F)NC(=O)OCCC1=CC=CC=C1)=O